trans-2-decene-1,1-dicarboxylic acid C(\C=C\CCCCCCC)(C(=O)O)C(=O)O